2,3-difluoro-4-(4,4,5,5-tetramethyl-1,3,2-dioxaborolan-2-yl)aniline FC1=C(N)C=CC(=C1F)B1OC(C(O1)(C)C)(C)C